2-((2S)-4-(7-(8-ethynyl-7-fluoro-3-hydroxynaphthalene-1-yl)-6,8-difluoro-2-((tetrahydro-1H-pyrrolizin-7a(5H)-yl)methoxy)quinazolin-4-yl)piperazin-2-yl)acetonitrile C(#C)C=1C(=CC=C2C=C(C=C(C12)C1=C(C=C2C(=NC(=NC2=C1F)OCC12CCCN2CCC1)N1C[C@@H](NCC1)CC#N)F)O)F